COC1=C(C=C2C(=NC=NC2=C1)N1N=C(C=C1C1=CC=CC=C1)C)C=1C=NN(C1)C 7-methoxy-6-(1-methyl-1H-pyrazol-4-yl)-4-(3-methyl-5-phenyl-1H-pyrazol-1-yl)quinazoline